tert-butyl 4-[5-chloro-6-oxo-4-[[(3R)-tetrahydropyran-3-yl]methylamino]pyridazin-1-yl]piperidine-1-carboxylate ClC1=C(C=NN(C1=O)C1CCN(CC1)C(=O)OC(C)(C)C)NC[C@@H]1COCCC1